C(C1=CC=CC=C1)OCC1(CC(NCC1)=O)C(=O)N[C@H](C(=O)NC)[C@@H](C)O 4-((benzyloxy)methyl)-N-((2S,3R)-3-hydroxy-1-(methylamino)-1-oxobutan-2-yl)-2-oxopiperidine-4-carboxamide